N(=[N+]=[N-])C=1C=2OC=CC2C(=C2C=COC12)OCCCN 3-(8-Azido-1,7-dioxa-s-indacen-4-yloxy)-1-propanamine